F[C@@H]1[C@@H](C1)C(=O)NC1=CC=C2C(=N1)N(C=C2C2=CC1=C(N(C=N1)COCC[Si](C)(C)C)C=C2OC)COCC[Si](C)(C)C (1S,2S)-2-fluoro-N-[3-(6-methoxy-1-[[2-(trimethylsilyl)ethoxy]methyl]-1,3-benzodiazol-5-yl)-1-[[2-(trimethylsilyl)ethoxy]methyl]pyrrolo[2,3-b]pyridin-6-yl]cyclopropane-1-carboxamide